C(C)(C)(C)N1N=C(C(=C1NC1=CC=NC=C1OCCCCC(=O)OC(C)(C)C)C#N)C1=CC=C(C=C1)[N+](=O)[O-] tert-butyl 5-[(4-{[1-tert-butyl-4-cyano-3-(4-nitrophenyl)-1H-pyrazol-5-yl]amino} pyridin-5-yl)oxy]pentanoate